(3S)-3-({1-cyclopentyl-5-[2-(trifluoromethyl)phenyl]-1H-pyrazol-3-yl}formamido)-5-{5,5-difluoro-2-azaspiro[3.3]heptan-2-yl}pentanoic acid C1(CCCC1)N1N=C(C=C1C1=C(C=CC=C1)C(F)(F)F)C(=O)N[C@H](CC(=O)O)CCN1CC2(C1)C(CC2)(F)F